tert-butyl 4-hydroxy-4-((8-methyl-4-oxoquinazolin-3(4H)-yl)methyl)piperidine-1-carboxylate OC1(CCN(CC1)C(=O)OC(C)(C)C)CN1C=NC2=C(C=CC=C2C1=O)C